6-vinyl-2,3-dihydrobenzo[b][1,4]dioxin C(=C)C1=CC2=C(OCCO2)C=C1